C(C)C1=CC=C(CC2=CC=C3CO[C@]4(O[C@@H]([C@H]([C@@H]([C@H]4O)O)O)CO)C3=C2)C=C1 (1S,3'R,4'S,5'S,6'R)-6-(4-ethylbenzyl)-6'-(hydroxymethyl)-3',4',5',6'-tetrahydro-3H-spiro[isobenzofuran-1,2'-pyran]-3',4',5'-triol